(S)-3,4-difluoro-5,8,8-trimethyl-5-phenyl-5,8,9,10-tetrahydrobenzo[b][1,8]naphthyridin-6(7H)-one FC1=C(C=2[C@](C3=C(NC2N=C1)CC(CC3=O)(C)C)(C3=CC=CC=C3)C)F